2-[(2S)-1,4-Dioxan-2-ylmethyl]-N-[2-(pyridin-2-yl)ethyl]-8-(trifluoromethyl)-4,5-dihydro-2H-furo[2,3-g]indazol-7-carboxamide O1[C@H](COCC1)CN1N=C2C3=C(CCC2=C1)OC(=C3C(F)(F)F)C(=O)NCCC3=NC=CC=C3